F[C@H]1CN(C[C@H]1NC(C1=C(C(=CC(=C1)B1OC(C(O1)(C)C)(C)C)F)CF)=O)C(=O)OC(C)(C)C tert-butyl (3S,4R)-3-fluoro-4-(3-fluoro-2-(fluoromethyl)-5-(4,4,5,5-tetramethyl-1,3,2-dioxaborolan-2-yl)benzamido)pyrrolidine-1-carboxylate